[Cl-].C(C)[N+]1=C(C=CC=C1)CCCC 1-ethyl-2-butylpyridinium chloride